1-(5-Fluoro-6-phenyl-2,3-dihydro-indol-1-yl)-2-((R)-3-methyl-piperazin-1-yl)-ethanone hydrochloride salt Cl.FC=1C=C2CCN(C2=CC1C1=CC=CC=C1)C(CN1C[C@H](NCC1)C)=O